C1(CCC1)N1N=C(C=C1)CO (1-cyclobutylpyrazol-3-yl)methanol